methyl 5-((tert-butoxycarbonyl)amino)-2-morpholinothiazole-4-carboxylate C(C)(C)(C)OC(=O)NC1=C(N=C(S1)N1CCOCC1)C(=O)OC